2-benzyl-N-(8-fluoro-4-methyl-3-quinolinyl)-2,4-dimethyl-pentanamide C(C1=CC=CC=C1)C(C(=O)NC=1C=NC2=C(C=CC=C2C1C)F)(CC(C)C)C